C(C(C)C)C1=CC=C(C=C1)C(C(=O)O)C 4-isobutyl-α-methylbenzeneacetic acid